NC1=CC(=C(OC=2C=C3CCN(C(C3=CC2)=O)CCOC)C(=C1)Cl)Cl 6-(4-Amino-2,6-dichlorophenoxy)-2-(2-methoxyethyl)-3,4-dihydroisoquinolin-1(2H)-one